((2-methyl-5-(5-(pyridin-4-yl)-4H-1,2,4-triazol-3-yl)phenyl)sulfonyl)morpholine CC1=C(C=C(C=C1)C1=NN=C(N1)C1=CC=NC=C1)S(=O)(=O)N1CCOCC1